1,4,8,11,15,18,22,25-octabutoxyphthalocyanine CCCCOC1=C2C(=C(C=C1)OCCCC)C3=NC4=NC(=NC5=C6C(=CC=C(C6=C(N5)N=C7C8=C(C=CC(=C8C(=N7)N=C2N3)OCCCC)OCCCC)OCCCC)OCCCC)C9=C(C=CC(=C94)OCCCC)OCCCC